ClC=1C=C2C(=CC=NC2=CC1)NC1=CC(=CC(=C1)N1C=NC(=C1)C)OC 6-Chloro-N-(3-Methoxy-5-(4-Methyl-1H-imidazol-1-yl)phenyl)quinolin-4-amine